dimethyl pyridazine-3,6-dicarboxylate N1=NC(=CC=C1C(=O)OC)C(=O)OC